5-methylsulfanyl-benzofuran-2-carboxylic acid CSC=1C=CC2=C(C=C(O2)C(=O)O)C1